2,2'-Methylenbis(4-ethyl-6-tert-butylphenol) C(C1=C(C(=CC(=C1)CC)C(C)(C)C)O)C1=C(C(=CC(=C1)CC)C(C)(C)C)O